CC(C(=O)Cl)CCCCCCCC(=O)Cl methylsebacoyl chloride